C(C)(C)(C)C1=CC=C(C=C1)[Se][Se]C1=CC=C(C=C1)C(C)(C)C di-(4-tert-butylphenyl) diselenide